ClC1=CC=C(C=C1)[C@@H]1N(C(CC2=CC(=C(C=C12)OC(C)C)OC)=O)C1=CC=C(N(C)CC(=O)OCC)C=C1 ethyl 2-[4-[(1S)-1-(4-chlorophenyl)-7-isopropoxy-6-methoxy-3-oxo-1,4-dihydroisoquinolin-2-yl]-N-methyl-anilino]acetate